C(C=C)OC(=O)N[C@@H](COC(C)(C)C)C(=O)O N-((allyloxy)carbonyl)-O-(tert-butyl)-L-serine